(S)-6-(5-(((2-(6-fluoro-2,4-dimethyl-3-oxo-3,4-dihydroquinoxalin-5-yl)ethyl)amino)methyl)-2-oxooxazolidin-3-yl)-2H-pyrido[3,2-b][1,4]oxazin-3(4H)-one FC=1C(=C2N(C(C(=NC2=CC1)C)=O)C)CCNC[C@H]1CN(C(O1)=O)C=1C=CC=2OCC(NC2N1)=O